C(CCCCCCCCCC=CCCCCCCCC)(=O)OCCCCCCCCCCCCCCCCCCCCCC behenyl eicos-11-enoate